NC=1C(C2=CC=C(C=C2C(C1)=O)OC)=O 2-amino-6-methoxy-1,4-naphthoquinone